2-(((1S,2R)-2-aminocyclohexyl)amino)-4-((4-(1-((1-(2-(2,6-dioxopiperidin-3-yl)-1,3-dioxoisoindoline-5-yl)pyrrolidin-3-yl)methyl)piperidin-4-yl)phenyl)amino)pyrimidine-5-carboxamide N[C@H]1[C@H](CCCC1)NC1=NC=C(C(=N1)NC1=CC=C(C=C1)C1CCN(CC1)CC1CN(CC1)C=1C=C2C(N(C(C2=CC1)=O)C1C(NC(CC1)=O)=O)=O)C(=O)N